{2,5-difluoro-4-[2-(morpholin-4-yl)ethoxy]phenyl}acetic acid ethyl ester C(C)OC(CC1=C(C=C(C(=C1)F)OCCN1CCOCC1)F)=O